4-[3-(4-chlorophenyl)-5-(1-methyl-4-piperidinyl)-1H-pyrazole-4-yl]-pyrimidine ClC1=CC=C(C=C1)C1=NNC(=C1C1=NC=NC=C1)C1CCN(CC1)C